CN1C(C2=C(C=C1)OC=C2NC(OC(C)(C)C)=O)=O Tert-butyl (5-methyl-4-oxo-4,5-dihydrofuro[3,2-c]pyridin-3-yl)carbamate